4-amino-6-azabicyclo[3.1.1]heptane-2-carboxylic acid NC1CC(C2NC1C2)C(=O)O